BrC1=C2N=CC=NC2=CC=C1 5-bromoquinoxalin